(2S)-2-((S)-2-(3-benzyl-3-(1-(tert-butoxycarbonyl)piperidin-4-yl)ureido)-4-methylpentanamido)-1-hydroxy-3-((S)-2-oxopyrrolidin-3-yl)propane-1-sulfonate C(C1=CC=CC=C1)N(C(N[C@H](C(=O)N[C@H](C(S(=O)(=O)[O-])O)C[C@H]1C(NCC1)=O)CC(C)C)=O)C1CCN(CC1)C(=O)OC(C)(C)C